methyl 2-[[3-(2-amino-6-chloro-pyrimidin-4-yl)-1-(difluoromethyl)pyrazol-4-yl]methyl]benzoate NC1=NC(=CC(=N1)C1=NN(C=C1CC1=C(C(=O)OC)C=CC=C1)C(F)F)Cl